NC1=NC2=C(N1C1=NC3=C(C=CC=C3C(=N1)NCC1=CC=CC=C1)OC)C=CC=C2 2-(2-Amino-1H-benzimidazole-1-yl)-8-methoxy-N-(phenylmethyl)-4-quinazolinamine